5-(((3R,4R)-4-(4-amino-3-(4-phenoxyphenyl)-1H-pyrazolo[3,4-d]pyrimidin-1-yl)-3-fluoropiperidin-1-yl)methyl)-2-(2,6-dioxopiperidin-3-yl)isoindoline-1,3-dione NC1=C2C(=NC=N1)N(N=C2C2=CC=C(C=C2)OC2=CC=CC=C2)[C@H]2[C@@H](CN(CC2)CC=2C=C1C(N(C(C1=CC2)=O)C2C(NC(CC2)=O)=O)=O)F